2-methylthio-N6-hydroxyn-pentanoylcarbamoyladenosine CSC=1N=C(C=2N=CN([C@H]3[C@H](O)[C@H](O)[C@@H](CO)O3)C2N1)NC(NC(CCCCO)=O)=O